(R)-5-(((benzyloxy)carbonyl)amino)-2-((S)-2-(2-(4-chlorophenyl)-2-methylpropanamido)-3,3-dimethylbutanamido)pentanoate C(C1=CC=CC=C1)OC(=O)NCCC[C@H](C(=O)[O-])NC([C@H](C(C)(C)C)NC(C(C)(C)C1=CC=C(C=C1)Cl)=O)=O